N-(2-(methylsulfonyl)ethyl)-4-morpholino-2-(4-(m-tolyl)-1H-pyrazol-1-yl)furo[3,2-d]pyrimidine-6-carboxamide CS(=O)(=O)CCNC(=O)C1=CC=2N=C(N=C(C2O1)N1CCOCC1)N1N=CC(=C1)C=1C=C(C=CC1)C